C(CCCCCCCCCCC)OC1=C(C[N+]2(CCCCC2)[O-])C=C(C=C1OC)CC 1-(2-Dodecyloxy-5-ethyl-3-methoxybenzyl)piperidin-1-oxid